C1(CCC1)N(C=1C2=C(N=CN1)N(C=C2)C[C@@H]2[C@H](CN(CC2)CC(=O)N)O)CC2CCC(CC2)C(F)(F)F |r| 2-((3RS,4RS)-4-((4-(cyclobutyl(((1r,4S)-4-(trifluoromethyl)cyclohexyl)methyl)amino)-7H-pyrrolo[2,3-d]pyrimidin-7-yl)methyl)-3-hydroxypiperidin-1-yl)acetamide